FC=1C=C(C=CC1F)N1C[C@H]2C([C@H]2C1)C1=NOC(=N1)CN1C=NC=2N=CN(C2C1=O)C 1-((3-((1R,5S,6R)-3-(3,4-difluorophenyl)-3-azabicyclo[3.1.0]hexan-6-yl)-1,2,4-oxadiazol-5-yl)methyl)-7-methyl-1,7-dihydro-6H-purin-6-one